C(C)(C)(C)C1=NC2=C(N1C(=O)C=1OC=CC1)C=CC=C2C (2-(tert-Butyl)-4-methyl-1H-benzo[d]imidazol-1-yl)(furan-2-yl)methanone